C1(C=CC=C1)C(Cl)Cl cyclopentadienyl-methylene dichloride